COC1=CC=CC(=N1)CCN 2-(6-methoxypyridin-2-yl)ethan-1-amine